COC1=C(C(=O)O)C=C(C=N1)C1=NOC2C1COC2 2-methoxy-5-(3a,4,6,6a-tetrahydrofuro[3,4-d]isoxazol-3-yl)nicotinic acid